BrC=1C=C(C=CC1)CCN(C(OC(C)(C)C)=O)C tert-butyl N-[2-(3-bromophenyl)ethyl]-N-methylcarbamate